CN1C(N(C(CC1=O)=O)C)=O 1,3-dimethyl-2,4,6-trioxohexahydropyrimidine